1-(6-(6-(difluoromethyl)imidazo[1,2-b]pyridazin-3-yl)pyrimidin-4-yl)-2-methylpiperidin-3-amine FC(C=1C=CC=2N(N1)C(=CN2)C2=CC(=NC=N2)N2C(C(CCC2)N)C)F